2-(3-((5-((2-(2,6-dioxopiperidin-3-yl)-1,3-dioxoisoindolin-4-yl)amino)pentyl)oxy)phenyl)-N-(5-methyl-4-(1-(3-methylpicolinoyl)indolin-5-yl)thiazol-2-yl)acetamide O=C1NC(CCC1N1C(C2=CC=CC(=C2C1=O)NCCCCCOC=1C=C(C=CC1)CC(=O)NC=1SC(=C(N1)C=1C=C2CCN(C2=CC1)C(C1=NC=CC=C1C)=O)C)=O)=O